N-(1-(tert-butyl)-3-(3,3-difluoro-cyclobutyl)-4-methyl-1H-pyrazol-5-yl)-2-(3,3-difluorocyclobutyl)acetamide C(C)(C)(C)N1N=C(C(=C1NC(CC1CC(C1)(F)F)=O)C)C1CC(C1)(F)F